1-methanesulfonyl-6-phenyl-2,3,4,7-tetrahydro-1H-azepin-3-ol CS(=O)(=O)N1CC(CC=C(C1)C1=CC=CC=C1)O